FC(C1CN(CCO1)NCC1=NC=C(C=C1)C(F)(F)F)(F)F 2-(trifluoromethyl)-N-((5-(trifluoromethyl)pyridin-2-yl)methyl)morpholin-4-amine